C(C)N1CC(CC1)C1=CC=C(C=C1)NC(C1=CN=C(C(=C1)NC1=NC=CC(=N1)C=1C=NC=CC1)C)=O N-[4-(1-Ethyl-pyrrolidin-3-yl)-phenyl]-6-methyl-5-(4-pyridin-3-yl-pyrimidin-2-ylamino)-nicotinamide